1,3,5-trimethyladamantane CC12CC3(CC(CC(C1)C3)(C2)C)C